(S)-N-((3-(3-fluoro-4-(2-oxo-2-thia-6-azaspiro[3.3]hept-6-yl)phenyl)-2-oxooxazolidin-5-yl)methyl)acetamide silicon [Si].FC=1C=C(C=CC1N1CC2(CS(C2)=O)C1)N1C(O[C@H](C1)CNC(C)=O)=O